(Dibenzylenepropanone) dipalladium (0) [Pd].[Pd].C(C1=CC=CC=C1)=CC(C=CC1=CC=CC=C1)=O